(R)-S-(2-methoxyphenyl)-S-methylsulfoximine COC1=C(C=CC=C1)[S@@](=O)(=N)C